4-amino-3-((3,5-difluoro-2,6-dimethoxypyridin-4-yl)ethynyl)-1H-pyrazolo[4,3-c]pyridine-7-carbonitrile NC1=NC=C(C2=C1C(=NN2)C#CC2=C(C(=NC(=C2F)OC)OC)F)C#N